NC1=CC=C(C=C1)C=1NC2=C(N1)C=CC(=C2)N 2-(4'-aminophenyl)-5-aminobenzimidazole